3-(2-methylhexadecan-2-yl)-1,2,4-oxadiazol-5(4H)-one CC(C)(CCCCCCCCCCCCCC)C1=NOC(N1)=O